FC(C1=CC=C(C=C1)C1=NN=C(C2=CC=CC=C12)N[C@@H]1CN(CC1)C(=O)OC(C)(C)C)(F)F tert-butyl (S)-3-((4-(4-(trifluoromethyl)phenyl)phthalazin-1-yl)amino)pyrrolidine-1-carboxylate